BrC=1N=CN(C1)CC=1N=C2N(C=C(C=C2)CN(C(OC(C)(C)C)=O)CC2CCC2)C1 tert-butyl N-[[2-[(4-bromoimidazol-1-yl)methyl]imidazo[1,2-a]pyridin-6-yl]methyl]-N-(cyclobutylmethyl)carbamate